C(CCC)[C@]1(CS(C2=C(N(C1)C1=CC=CC=C1)C=C(C(=C2)CSCC(=O)O)SC)(=O)=O)CC (R)-2-(((3-butyl-3-ethyl-7-(methylthio)-1,1-dioxido-5-phenyl-2,3,4,5-tetrahydro-1,5-benzothiazepin-8-yl)methyl)thio)acetic acid